C1(CC1)C1=NN(C(C=C1OC1CCOCC1)=O)CC(=O)O (3-cyclopropyl-6-oxo-4-((tetrahydro-2H-pyran-4-yl)oxy)pyridazin-1(6H)-yl)acetic acid